N-(2-((2-(dimethylamino)ethyl)(methyl)amino)-4-methoxy-5-((8-methyl-7-oxo-6-(1H-pyrazol-4-yl)-5,6,7,8-tetrahydropyrimido[4,5-d]pyrimidin-2-yl)amino)phenyl)acrylamide CN(CCN(C1=C(C=C(C(=C1)OC)NC=1N=CC2=C(N(C(N(C2)C=2C=NNC2)=O)C)N1)NC(C=C)=O)C)C